N1C(=NC=C1)C1=CC=C(C=C1)C1=CC(=CC(=C1)C1=CC=C(C=C1)C=1NC=CN1)C1=CC=C(C=C1)C=1NC=CN1 1,3,5-tri-(4-imidazolyl-phenyl)benzene